OC=1C=C(C=CC1)C#CC=1C=C(C(=O)N2CCNCC2)C=C(C1)C(F)(F)F 4-[3-[2-(3-Hydroxyphenyl)ethynyl]-5-(trifluoromethyl)benzoyl]piperazin